(2R,3R,4R,5S)-2-(hydroxymethyl)-1-{[3-({[4-(pyridazin-3-yl)phenyl]amino}methyl)phenyl]methyl}piperidine-3,4,5-triol OC[C@H]1N(C[C@@H]([C@H]([C@@H]1O)O)O)CC1=CC(=CC=C1)CNC1=CC=C(C=C1)C=1N=NC=CC1